4-(7,8-diamino-6-fluoro-4-oxo-4H-chromen-2-yl)benzonitrile NC1=C(C=C2C(C=C(OC2=C1N)C1=CC=C(C#N)C=C1)=O)F